ClC=1C=C2C=CC=NC2=CC1C(=O)NC1=CC(=C(C=C1)F)S(N(CC)CC)(=O)=O 6-Chloro-N-(3-(N,N-diethylsulfamoyl)-4-fluorophenyl)quinoline-7-carboxamide